tert-butyl (4-((6,7-dimethoxy-4-oxo-3,4-dihydrophthalazin-1-yl)methyl)phenyl)(methyl)carbamate COC=1C=C2C(NN=C(C2=CC1OC)CC1=CC=C(C=C1)N(C(OC(C)(C)C)=O)C)=O